tert-butyl-(3S)-3-(2-((7-(8-ethyl-7-fluoro-3-(methoxymethoxy)naphthalen-1-yl)-8-fluoro-2-(methylthio)-4-oxo-3,4-dihydropyrido[4,3-d]pyrimidin-5-yl)oxy)propyl)piperazine C(C)(C)(C)N1C[C@@H](NCC1)CC(C)OC1=NC(=C(C=2N=C(NC(C21)=O)SC)F)C2=CC(=CC1=CC=C(C(=C21)CC)F)OCOC